C(C)(C)(C)OC(NCCCC(C(C)C)N1CC2(C1)CN(CC2)C=2N=CN=NC2OC2=C(C=C(C=C2)F)C(N(C(C)C)CC)=O)=O (4-(6-(6-(2-(Ethyl-(isopropyl)carbamoyl)-4-fluorophenoxy)-1,2,4-triazin-5-yl)-2,6-diazaspiro[3.4]oct-2-yl)-5-methylhexyl)carbamic acid tert-butyl ester